3,6-di-tert-butyl-9,10-phenanthrenequinone C(C)(C)(C)C=1C=CC=2C(C(C3=CC=C(C=C3C2C1)C(C)(C)C)=O)=O